2,6-diiodo-3-methoxypyridin-4-ol IC1=NC(=CC(=C1OC)O)I